Tert-butyl dodeca-6,9-diene-2-carboxylate CC(CCCC=CCC=CCC)C(=O)OC(C)(C)C